N-(5-(7-ethoxy-6-fluoro-5-(methylthio)-1H-indazol-4-yl)pyrazolo[1,5-a]pyridin-2-yl)-2-fluorocyclopropane-1-carboxamide C(C)OC=1C(=C(C(=C2C=NNC12)C1=CC=2N(C=C1)N=C(C2)NC(=O)C2C(C2)F)SC)F